C(C)(=O)OC(=C(OC(C)=O)OC(C)=O)[SiH3] Triacetoxyvinylsilane